OC(CCCO)C1=CC(=C(C=N1)C1=NC=C2C=C(N=CC2=C1)NC(=O)C1CC1)C N-(7-(6-(1,4-dihydroxybutyl)-4-methylpyridin-3-yl)-2,6-naphthyridin-3-yl)cyclopropanecarboxamide